C(C)(C)(C)C1=C(C(=C2C=C(C(C2=C1)[Si](C)(C)C1C(=CC2=C(C(=C(C=C12)C(C)(C)C)OC)C1=CC(=CC(=C1)C)C)C)C(C)C)C1=CC(=CC(=C1)C)C)OC [6-tert-Butyl-4-(3,5-dimethylphenyl)-5-methoxy-2-isopropyl-1H-inden-1-yl][6-tert-butyl-4-(3,5-dimethylphenyl)-5-methoxy-2-methyl-1H-inden-1-yl]dimethylsilane